(3R)-3-(4-chlorophenyl)-2-[(5-chloropyridin-2-yl)methyl]-6-[1-hydroxy-1-(1-oxo-1λ5-pyridin-3-yl)ethyl]-3-methoxy-2,3-dihydro-1H-isoindol-1-one ClC1=CC=C(C=C1)[C@@]1(N(C(C2=CC(=CC=C12)C(C)(C=1C=N(C=CC1)=O)O)=O)CC1=NC=C(C=C1)Cl)OC